4-nitro-3-thiocyanato-1H-indole [N+](=O)([O-])C1=C2C(=CNC2=CC=C1)SC#N